6-(4-methoxyphenyl)-2-(methylsulfanyl)-7-oxo-6,7-dihydro-5H-spiro[pyrido[4,3-d]pyrimidine-8,3'-pyrrolidine]-1'-carboxylic acid tert-butyl ester C(C)(C)(C)OC(=O)N1CC2(CC1)C(N(CC1=C2N=C(N=C1)SC)C1=CC=C(C=C1)OC)=O